C(CN([C@@H](CC(=O)O)C(=O)O)CC(=O)O)(=O)O L-aspartic acid diacetic acid